SC(COC1=CC=C(C=C1)C(C)(C)C1=CC=C(C=C1)OCC(C)S)C 2,2-bis(4-(2-mercaptopropoxy)phenyl)propane